N[Pt]N cis-diaminoplatinum